C1(CC1)C1=NC=C(C(=O)NC)C(=C1)NC(=O)N1C[C@](CC1)(C1=NC=NS1)C1=CC(=C(C=C1)C)F (R)-6-cyclopropyl-4-(3-(3-fluoro-4-methylphenyl)-3-(1,2,4-thiadiazol-5-yl)pyrrolidine-1-carboxamido)-N-methylnicotinamide